C1(CC1)C1=CC(=CC(=N1)C(=O)NC1=CC=C(C(=O)O)C=C1)C(F)(F)F 4-(6-cyclopropyl-4-(trifluoromethyl)pyridinamido)benzoic acid